C(C)(C)(C)C=1C(C(=CC(C1)=NC1=CC(=C(C=C1)NC(C)CC(C)C)C)C(C)(C)C)=O 2,6-di-tert-butyl-4-({3-methyl-4-[(4-methylpentan-2-yl)amino]phenyl}imino)cyclohexa-2,5-dien-1-one